COC=1C(=NC=CC1[C@H]1[C@@H](O[C@]([C@H]1C)(C(F)(F)F)C)C(=O)NC1=CC(=NC=C1)C(=O)N)C |o1:8,9,11,12| rel-(2R,3S,4S,5R)-4-[[3-(3-methoxy-2-methyl-4-pyridyl)-4,5-dimethyl-5-(trifluoromethyl)tetrahydrofuran-2-carbonyl]amino]pyridine-2-carboxamide